C1(CC1)S(=O)(=O)N1N=CC(=C1)C1=NC=CC(=N1)NC1=NC=C(C(=C1)NC1CCC(CC1)C(=O)N(C)CC(F)F)C1=NN(C=C1)C (1s,4s)-4-((2-((2-(1-(Cyclopropylsulfonyl)-1H-pyrazol-4-yl)pyrimidin-4-yl)amino)-5-(1-methyl-1H-pyrazol-3-yl)pyridin-4-yl)amino)-N-(2,2-difluoroethyl)-N-methylcyclohexane-1-carboxamide